C(=O)N1C(COCCC1)C=1C=C(C(=O)OC)C=CC1OC methyl 3-(4-formyl-1,4-oxazepan-3-yl)-4-methoxybenzoate